N1=C(N=CC2=NC=CN=C12)O pteridinol